[N+](=O)(OCCC(C(=O)N1C=C(C2=CC=CC=C12)CCN(C)C)N)[O-] 3-amino-4-(3-(2-(dimethylamino)ethyl)-1H-indol-1-yl)-4-oxobutyl nitrate